C(/C1=CC=CC=C1)=C\1/CN(C2=CC=CC=C2C1=O)S(=O)(=O)C1=CC=C(C=C1)F (E)-3-benzylidene-1-((4-fluorophenyl)sulfonyl)-2,3-dihydroquinolin-4(1H)-one